ClC1=C(C=C2C(=NC(N3C2=C1SC[C@@H](C3)C=3C=NC=CC3)=O)N3C[C@@H](N([C@@H](C3)C)C(=O)OC(C)(C)C)C)C(F)(F)F tert-butyl (2S,6R)-4-((R)-11-chloro-6-oxo-3-(pyridin-3-yl)-10-(trifluoromethyl)-3,4-dihydro-2H,6H-[1,4]thiazepino[2,3,4-ij]quinazolin-8-yl)-2,6-dimethylpiperazine-1-carboxylate